N[C@H](C(=O)C1C(C2=CC=3C(C(C(C3C=C2C1=O)=O)C([C@H](CC(C)C)N)=O)=O)=O)CC(C)C 2,6-bis[(2S)-2-amino-4-methylpentanoyl]-1,2,3,5,6,7-hexahydro-s-indacene-1,3,5,7-tetrone